OC1(CCN(CC1)C(=O)[C@H]1[C@@H](CN(CC1)C(=O)C1=C(N=C(S1)C=1C=NC(=CC1)C)C)C1=CC=CC=C1)CN1C=NC2=C(C1=O)SN=C2C2=CC=CC=C2 6-[[4-hydroxy-1-[(3R,4R)-1-[4-methyl-2-(6-methyl-3-pyridinyl)thiazole-5-carbonyl]-3-phenyl-piperidine-4-carbonyl]-4-piperidinyl]methyl]-3-phenyl-isothiazolo[4,5-d]pyrimidin-7-one